2,2-dimethyl-2-phenylethyl propionate C(CC)(=O)OCC(C1=CC=CC=C1)(C)C